N6-(2-methoxy-4-morpholinophenyl)-3-(1-methyl-1H-pyrazol-4-yl)-N4-(tetrahydro-2H-pyran-4-yl)-1H-pyrazolo[3,4-d]pyrimidine-4,6-diamine COC1=C(C=CC(=C1)N1CCOCC1)NC1=NC(=C2C(=N1)NN=C2C=2C=NN(C2)C)NC2CCOCC2